1-((1R,2S)-1-hydroxy-2-((S)-5H-imidazo[5,1-a]isoindol-5-yl)-7-azaspiro[3.5]nonan-7-yl)-3-(1-methyl-1H-pyrazol-4-yl)propan-1-one O[C@@H]1[C@@H](CC12CCN(CC2)C(CCC=2C=NN(C2)C)=O)[C@@H]2N1C(C3=CC=CC=C23)=CN=C1